5-(pyridin-3-yloxy)-N-[(1r,3s)-3-{[2-(trifluoromethyl)quinolin-4-yl]amino}cyclohexyl]furan-2-carboxamide N1=CC(=CC=C1)OC1=CC=C(O1)C(=O)N[C@H]1C[C@H](CCC1)NC1=CC(=NC2=CC=CC=C12)C(F)(F)F